COCC=1C=C(C=CC1)C=1C=C2C=NN(C(C2=CC1)=O)C1=NC=CC=C1 6-(3-(Methoxymethyl)phenyl)-2-(pyridin-2-yl)phthalazin-1(2H)-one